FC(C1=CC(=NC(=C1)C(F)F)N1[C@H]([C@H](CC1)NS(=O)(=O)C)CO[C@@H]1CC[C@@H](CC1)C1=CC=CC=C1)F N-((2R,3S)-1-(4,6-bis(difluoromethyl)pyridin-2-yl)-2-((((CIS)-4-phenylcyclohexyl)oxy)methyl)pyrrolidin-3-yl)methanesulfonamide